FC=1C=NC=C2C=C(C=NC12)C#N 8-fluoro-1,6-naphthyridine-3-carbonitrile